1-((2S,5S)-5-((5-((R)-2,2-difluorocyclopropyl)-7H-pyrrolo[2,3-d]pyrimidin-4-yl)amino)-2-isopropylpiperidin-1-yl)prop-2-en-1-one FC1([C@H](C1)C1=CNC=2N=CN=C(C21)N[C@H]2CC[C@H](N(C2)C(C=C)=O)C(C)C)F